N[C@@H](C)[C@H]1[C@H](CN(CC1)C(=O)OC(C)(C)C)C tert-Butyl (3R,4R)-4-[(1S)-1-aminoethyl]-3-methylpiperidine-1-carboxylate